dimercaptotriazine C1=C(N=NNC1=S)S